OC1=C(C=CC(=C1)OC)C(CCC1=NC=CC=C1)=O 1-(2-hydroxy-4-methoxyphenyl)-3-(2-pyridinyl)-1-propanone